C(C)SC1=CC(=C(CCN)C=C1OC)OC 4-ethylthio-2,5-dimethoxy-phenethylamine